(2-Chloropyrimidin-4-yl)-1-(Ethanesulfonyl)-1H-indole ClC1=NC=CC(=N1)C=1N(C2=CC=CC=C2C1)S(=O)(=O)CC